1-(5-(difluoromethyl)pyridin-2-yl)-3-(isoquinolin-4-yl)-2-oxoimidazoline-4-carbonitrile FC(C=1C=CC(=NC1)N1C(N(C(C1)C#N)C1=CN=CC2=CC=CC=C12)=O)F